N1N=CC(=C1)C=1C(=NC=CC1)N1CCN(CC1)[C@H]1CC2(CN(C2)C(=O)OCC)CC1 ethyl (6R)-6-[4-[3-(1H-pyrazol-4-yl)-2-pyridyl]piperazin-1-yl]-2-azaspiro[3.4]octane-2-carboxylate